C(=O)O.CN1C[C@@H](CCC1)NC1=NN=C(C=2N1C=NC2)C2=C(C=C(C=C2)C(F)(F)F)O 2-(4-{[(3R)-1-methylpiperidin-3-yl]amino}imidazo[1,5-d][1,2,4]triazin-1-yl)-5-(trifluoromethyl)phenol formate salt